tert-butyl ((7-fluoro-11H-dibenzo[b,e][1,4]dioxepin-11-yl)methyl)carbamate FC1=CC2=C(OC(C3=C(O2)C=CC=C3)CNC(OC(C)(C)C)=O)C=C1